acryloyloxyoctyltriethoxysilane C(C=C)(=O)OCCCCCCCC[Si](OCC)(OCC)OCC